ClC=1C(=C(CNC(=O)C2(C=3C=CC=NC3C(CC2)O)F)C=CC1F)F N-(3-chloro-2,4-difluorobenzyl)-5-fluoro-8-hydroxy-5,6,7,8-tetrahydroquinoline-5-carboxamide